C(C)C1C(C1)NC(=O)C=1C=C(C(N(C1)CC1=CC(=CC=C1)OCCO)=O)C(=O)NC (+/-)-N5-(2-ethylcyclopropyl)-1-(3-(2-hydroxyethoxy)benzyl)-N3-methyl-2-oxo-1,2-dihydropyridine-3,5-dicarboxamide